FC(=C(C(=C(F)F)F)F)F HEXAFLUORoBUTADIEN